FC=1C=C(CCN2CCCC3=CC(=CC=C23)C2=C(C(=NC(=C2C(=O)N)CC(C)C)CCC2=CC=C(C=C2)F)C=2OC(=NN2)C)C=CC1F 4-(1-(3,4-difluorophenethyl)-1,2,3,4-tetrahydroquinolin-6-yl)-6-(4-fluorophenethyl)-2-isobutyl-5-(5-methyl-1,3,4-oxadiazol-2-yl)nicotinamide